decenyl-carnitine C(=CCCCCCCCC)C(O)(C[N+](C)(C)C)CC([O-])=O